C1(CCCC1)NCC(=O)NC=1C=C(C(=NC1)C)NC(=O)C=1C=NN2C1C=NC(=C2)C=2C=NN(C2)C2CC2 N-(5-(2-(cyclopentylamino)acetamido)-2-methylpyridin-3-yl)-6-(1-cyclopropyl-1H-pyrazol-4-yl)pyrazolo[1,5-a]pyrazine-3-carboxamide